2-[{3-[3-(Decyloxy)phenyl]propanoyl}(2-methylpropyl)amino]ethyl dihydrogen phosphate ammonium salt [NH4+].P(=O)(OCCN(CC(C)C)C(CCC1=CC(=CC=C1)OCCCCCCCCCC)=O)(O)O